[N-]=C=O.[N-]=C=O.CCCCCC hexane diisocyanate